(1R,3S,5R)-2-(2-(4-amino-6-bromo-7-methoxy-9H-pyrimido[4,5-b]indol-9-yl)acetyl)-N-(6-bromopyridin-2-yl)-5-methyl-2-azabicyclo[3.1.0]hexane-3-carboxamide NC1=NC=NC=2N(C3=CC(=C(C=C3C21)Br)OC)CC(=O)N2[C@@H]1C[C@@]1(C[C@H]2C(=O)NC2=NC(=CC=C2)Br)C